ClC=1C=C(C=C(C1)Cl)C1=NC(=CC(=C1)CN1CCC(CC1)CC(=O)O)OC=1C=NC(=NC1)N1CCN(CC1)CCOC 2-(1-((2-(3,5-dichloro-phenyl)-6-((2-(4-(2-methoxyethyl)piperazin-1-yl)pyrimidin-5-yl)oxy)pyridin-4-yl)methyl)piperidin-4-yl)acetic acid